C1(CCCC1)C(=O)N1C2CN(CC1C2)CC2=C(N=C1N2C=CC=C1)C1=CC=C(C=C1)C(C)C Cyclopentyl(3-{[2-(4-isopropylphenyl)imidazo[1,2-a]pyridin-3-yl]methyl}-3,6-diazabicyclo[3.1.1]hept-6-yl)methanon